ClC=1C2=C(SC1C(=O)O)C=CC=C2 3-chlorobenzo[b]thiophene-2-carboxylic acid